N=1C(=NN2C1CNCC2)NC(OCCCC)=O Butyl 5,6,7,8-Tetrahydro-[1,2,4]triazolo[1,5-a]pyrazin-2-ylcarbamate